2,5-dimethyl-4-bromonitrobenzene CC1=C(C=C(C(=C1)Br)C)[N+](=O)[O-]